COC1=C(C=CC(=C1)C#CC)B(O)O (2-methoxy-4-(1-propynyl)phenyl)boronic acid